COC(C1=C(C(=C(C(=C1F)OC)OCC1=CC=CC=C1)OCC1=CC=CC=C1)F)=O 3,4-bis(benzyloxy)-2,6-difluoro-5-methoxybenzoic acid methyl ester